C(C)(C)(C)OC(=O)N1CCC(CC1)(C(=O)O)C1=NC(=CC=C1)Cl 1-(tert-butoxycarbonyl)-4-(6-Chloropyridine-2-yl)piperidine-4-carboxylic acid